C(C)(C)(C)[Si](OCCCCO)(C)C 4-[tert-butyl-(dimethyl)silyl]oxybutan-1-ol